CN1C[C@@H](CCC1)NC1=NN=C(C=2N1N=CC2)C2=C(C=1CCCC1C=C2)O (R)-5-(7-((1-methylpiperidin-3-yl)amino)pyrazolo[1,5-d][1,2,4]triazin-4-yl)-2,3-dihydro-1H-inden-4-ol